C(C)OC(=O)N1CCN(CCC1)C1CCC2(C(NC3=NC=CC=C32)=O)CC1 4-(2'-oxo-1',2'-dihydrospiro[cyclohexane-1,3'-pyrrolo[2,3-b]pyridine]-4-yl)-1,4-diazepan-1-carboxylic acid ethyl ester